C(=O)([O-])[C@H](O)[C@@H](O)C(=O)[O-].[Pt+2].[C@@H]1([C@@H](CCCC1)N)N (1R,2R)-(-)-1,2-cyclohexanediamine platinum(II) L-(+)-tartrate